F[C@@H]1C[C@@]2(CCCN2C1)COC=1N=C(C2=C(N1)C=C(OC2=O)C2=CC(=CC1=CC=C(C(=C21)C#C)F)O)N2[C@@H](CC2)C 2-{[(2R,7AS)-2-FLUORO-HEXAHYDROPYRROLIZIN-7A-YL]METHOXY}-7-(8-ETHYNYL-7-FLUORO-3-HYDROXYNAPHTHALEN-1-YL)-4-[(2R)-2-METHYLAZETIDIN-1-YL]PYRANO[4,3-D]PYRIMIDIN-5-ONE